Cl.NC1CN(CC(C1)O)C(=O)C1=CC2=C(N(C(=N2)C=2N(C3=CC=CC=C3C2)CC)C)C=C1 (3-Amino-5-hydroxypiperidin-1-yl)(2-(1-ethyl-1H-indol-2-yl)-1-methyl-1H-benzo[d]imidazol-5-yl)methanone, hydrochloride salt